C(C1=CC=CC=C1)C=1NC(=CN1)C(=O)N[C@@H]1C(N(C2=C(OC1)C=CC=N2)C)=O (S)-2-benzyl-N-(5-methyl-4-oxo-2,3,4,5-tetrahydropyrido[3,2-b][1,4]oxazepin-3-yl)-1H-imidazole-5-carboxamide